CO[Si](OC)(OC)OC(CCCCC)=O trimethoxysilylhexanoate